C(C)(C)(C)OC(=O)N[C@H](C(=O)OCCCCCCCCCCCC)CC1=CC(=CC(=C1)F)F Dodecyl (S)-2-((tert-butoxycarbonyl)amino)-3-(3,5-difluorophenyl)propanoate